C(=O)(O)[C@H](O)[C@@H](O)C(=O)O.C(C)N(C(=O)[C@H]1CN(C)[C@@H]2CC3=C(NC4=CC=CC(C2=C1)=C34)Br)CC.BrC3=C4C[C@H]1N(C[C@H](C(=O)N(CC)CC)C=C1C=1C=CC=C(N3)C14)C 2-Bromolysergic Acid Diethylamide Hemi-L-Tartrate